methyl bromopyrrolecarboxylate BrC1=C(NC=C1)C(=O)OC